acetamide-2,2-d2 ethyl-2-(5-chloro-2-((6-methoxy-2-methyl-1,2,3,4-tetrahydroisoquinolin-7-yl)amino)pyrimidin-4-yl)-2-azaspiro[4.5]decane-4-carboxylate C(C)OC(=O)C1CN(CC12CCCCC2)C2=NC(=NC=C2Cl)NC2=C(C=C1CCN(CC1=C2)C)OC.C(C([2H])[2H])(=O)N